NC1=C(C=C(C=C1)Cl)C(=O)C1CC1 (2-amino-5-chlorophenyl)(cyclopropyl)methanone